IC1=CC=2CC(C2C=C1)=O 3-iodobicyclo[4.2.0]octa-1(6),2,4-trien-7-one